ClC1=C(C=C(C=C1)N(C(OC(C)(C)C)=O)C)[C@@H]1COCCCN1 |r| (+/-)-tert-butyl (4-chloro-3-(1,4-oxazepan-3-yl)phenyl)(methyl)carbamate